N(C)CC(=O)OC(CCCCCCCCCCC(I)I)=O diiodolauroyl sarcosinate